4,4-difluoro-3-iodo-6,7-dihydro-5H-pyrazolo[1,5-a]pyridin-2-amine FC1(C=2N(CCC1)N=C(C2I)N)F